(1R,3S,5R)-2-(2-(3-acetyl-5-(2-methylpyrimidin-5-yl)-1H-indazol-1-yl)acetyl)-N-((E)-2-fluoro-3-phenylbut-2-en-1-yl)-2-azabicyclo[3.1.0]Hexane-3-carboxamide C(C)(=O)C1=NN(C2=CC=C(C=C12)C=1C=NC(=NC1)C)CC(=O)N1[C@@H]2C[C@@H]2C[C@H]1C(=O)NC/C(=C(/C)\C1=CC=CC=C1)/F